C(C)C=1C(NC=2C=C(C=NC2C1)[C@H](C)N[S@](=O)C(C)(C)C)=O (R)-N-((S)-1-(7-ethyl-6-oxo-5,6-dihydro-1,5-naphthyridin-3-yl)ethyl)-2-methylpropan-2-sulfinamide